5-(3-(trifluoromethoxy)phenyl)-N-(3-(2-hydroxypropyl)-1,2,4-thiadiazol-5-yl)furan-3-carboxamide FC(OC=1C=C(C=CC1)C1=CC(=CO1)C(=O)NC1=NC(=NS1)CC(C)O)(F)F